Cl.NC(C(=O)N1CCN(CC1)C(=O)NC1=NC(N(C=C1)C1=CC=C(C=C1)CN1CC(C1)C1CCNCC1)=O)(C)C 4-(2-Amino-2-methylpropanoyl)-N-(2-oxo-1-(4-((3-(piperidin-4-yl)azetidin-1-yl)methyl)phenyl)-1,2-dihydropyrimidin-4-yl)piperazine-1-carboxamide hydrochloride salt